((R)-3-aminopyrrolidin-1-yl)((R)-1-(3,4-dichloro-5-fluoro-1H-indole-2-carbonyl)pyrrolidin-3-yl)methanone N[C@H]1CN(CC1)C(=O)[C@H]1CN(CC1)C(=O)C=1NC2=CC=C(C(=C2C1Cl)Cl)F